(1S,3R)-3-((4-((3-Fluoro-1H-Indazol-5-yl)ethynyl)-[2,4'-bipyrimidin]-2'-yl)amino)cyclopentanol FC1=NNC2=CC=C(C=C12)C#CC1=NC(=NC=C1)C1=NC(=NC=C1)N[C@H]1C[C@H](CC1)O